ClC1=C(C=C(C=C1)C1=C(C=CC=C1)F)F 4-chloro-3,2'-difluoro-[1,1'-biphenyl]